N-(5-((5-cyanopyridin-2-yl)methoxy)-1,3,4-thiadiazol-2-yl)-5'-ethynyl-2',6-Dimethyl-[4,4'-bipyridyl]-3-carboxamide C(#N)C=1C=CC(=NC1)COC1=NN=C(S1)NC(=O)C=1C=NC(=CC1C1=CC(=NC=C1C#C)C)C